4-(4-(Cyclobutylmethyl)-1-((5-methoxy-7-methyl-1H-indol-4-yl)methyl)piperazin-2-yl)benzoic acid C1(CCC1)CN1CC(N(CC1)CC1=C2C=CNC2=C(C=C1OC)C)C1=CC=C(C(=O)O)C=C1